4-(isopropylamino)-7-(thiazol-5-yl)-5H-pyrido[3,2-b]indole-3-carboxamide C(C)(C)NC1=C(C=NC2=C1NC=1C=C(C=CC21)C2=CN=CS2)C(=O)N